[5-(2-chloro-3-fluoro-phenyl) Methyl-3-(2-methylsulfanyl-ethyl)-2,4-dioxo-3,4-dihydro-2H-pyrimidin-1-yl]-acetate ClC1=C(C=CC=C1F)CC=1C(N(C(N(C1)CC(=O)[O-])=O)CCSC)=O